COC(C1=NC=C(C=C1O)C1=CC2=CC=CC=C2C=C1)=O 3-Hydroxy-5-(naphthalen-2-yl)picolinic acid methyl ester